2-(1,4-dioxo-1,4-dihydronaphthalen-2-yl)-2-methylpropanaldehyde O=C1C(=CC(C2=CC=CC=C12)=O)C(C=O)(C)C